5-chloro-2-[(3S,5R)-3,5-dimethyl-1-piperidyl]-4-iodo-pyridine ClC=1C(=CC(=NC1)N1C[C@H](C[C@H](C1)C)C)I